[2-[3-[2-[1-[2-[3,5-bis(difluoromethyl)pyrazol-1-yl] acetyl]-4-piperidyl]thiazol-4-yl]-4,5-dihydroisoxazol-5-yl]-3-chloro-phenyl] methanesulfonate CS(=O)(=O)OC1=C(C(=CC=C1)Cl)C1CC(=NO1)C=1N=C(SC1)C1CCN(CC1)C(CN1N=C(C=C1C(F)F)C(F)F)=O